2-(1H-indazol-4-yl)-2-(1-(5,6,7,8-tetrahydroimidazo[1,5-a]pyrazine-7-carbonyl)piperidin-4-ylidene)acetonitrile N1N=CC2=C(C=CC=C12)C(C#N)=C1CCN(CC1)C(=O)N1CC=2N(CC1)C=NC2